ClC=1C=CC(=C(C1)CC(=O)NC1=CC(=NC=C1)C(=O)NC1CCC(CC1)O)O 4-[2-(5-chloro-2-hydroxyphenyl)acetamido]-N-[(1s,4s)-4-hydroxycyclohexyl]pyridine-2-carboxamide